OC1=C(C=CC=C1)C(CCC1=CC=NC=C1)=O 1-(2-hydroxyphenyl)-3-(4-pyridyl)-1-propanone